BrC=1C=C(C=NC1)CC(=O)N1C2=C(OCC1)C=CC=C2 2-(5-Bromopyridin-3-yl)-1-(2,3-dihydro-4H-benzo[b][1,4]-oxazin-4-yl)ethan-1-one